tert-butyl-2-((4-cyano-2-fluorobenzyl)oxy)-3',6'-dihydro-[3,4'-bipyridine]-1'(2'H)-carboxylate C(C)(C)(C)OC(=O)N1CCC(=CC1)C=1C(=NC=CC1)OCC1=C(C=C(C=C1)C#N)F